decanylamine C(CCCCCCCCC)N